[N+](=O)([O-])C1=CC=C(C=C1)C#CC(=O)[Si](C)(C)C(C)(C)C 3-p-nitrophenyl-1-(tert-butyldimethylsilyl)-2-propyn-1-one